(3-(piperidine-1-carbonyl)phenyl)benzenesulfonamide N1(CCCCC1)C(=O)C=1C=C(C=CC1)C1=C(C=CC=C1)S(=O)(=O)N